(3,5-difluoro(4-pyridyl))-N-(5-bromo(1,3-thiazol-2-yl))carboxamide FC=1C=NC=C(C1C(=O)NC=1SC(=CN1)Br)F